AcetylL-carnitine HCl Cl.C(C)(=O)[C@](O)(C[N+](C)(C)C)CC([O-])=O